C1(CC1)N1N=NC(=C1)C(=O)NC1CN(C1)C(C)C1=CC=C(C=C1)OCC1=CC=C(C=C1)C 1-cyclopropyl-N-(1-(1-(4-((4-methylbenzyl)oxy)phenyl)ethyl)azetidin-3-yl)-1H-1,2,3-triazole-4-carboxamide